C(C)(=O)OCC1=CC(=CC(=C1O)COC(C)=O)C 2,6-Bis(acetoxymethyl)-p-cresol